C(C)(C)(C)OC(=O)N1CCC(CC1)C1=C(C=CC=C1)CN1C(NC(C2=C1C=CN2)=O)=C=S 4-(2-((4-Oxo-2-thiocarbonyl-2,3,4,5-tetrahydro-1H-pyrrolo[3,2-d]pyrimidin-1-yl)methyl)phenyl)piperidine-1-carboxylic acid tert-butyl ester